4-nitrobenzyl-L-alanyl-D-alanyl-L-asparaginat [N+](=O)([O-])C1=CC=C(CN[C@@H](C)C(=O)N[C@H](C)C(=O)N[C@@H](CC(N)=O)C(=O)[O-])C=C1